CC/C=C\\C/C=C\\C/C=C\\C/C=C\\C/C=C\\CCCCCCCCCCCCCCCCC[C@H](CC(=O)SCCNC(=O)CCNC(=O)[C@@H](C(C)(C)COP(=O)(O)OP(=O)(O)OC[C@@H]1[C@H]([C@H]([C@@H](O1)N2C=NC3=C(N=CN=C32)N)O)OP(=O)(O)O)O)O The molecule is an unsaturated fatty acyl-CoA that results from the formal condensation of the thiol group of coenzyme A with the carboxy group of (3R,21Z,24Z,27Z,30Z,33Z)-3-hydroxyhexatriacontapentaenoic acid. It is a (R)-3-hydroxyacyl-CoA, a 3-hydroxy fatty acyl-CoA, an unsaturated fatty acyl-CoA and an ultra-long-chain fatty acyl-CoA. It is a conjugate acid of a (3R,21Z,24Z,27Z,30Z,33Z)-3-hydroxyhexatriacontapentaenoyl-CoA(4-).